O1CCOCC1 dioxaan